N[C@H]1CN(C[C@@H](C1)F)C(=O)C1=CC2=C(N(C(=N2)C=2N(C3=CC(=CC=C3C2)C=2C=C3C(=NC(=NC3=CC2)O)O)CC2CC2)C)C(=C1)F 6-(2-{5-[(3R,5R)-3-amino-5-fluoropiperidine-1-carbonyl]-7-fluoro-1-methyl-1H-1,3-benzodiazol-2-yl}-1-(cyclopropylmethyl)-1H-indol-6-yl)quinazoline-2,4-diol